CN(C)CC1(CC1)COC1=NC2=C(C(=C(C=C2C(=N1)N1C[C@H]2C[C@H]([C@@H](C1)C2)O)F)C2=CC(=CC1=CC=C(C(=C21)CC)F)O)F (1R,5R,6R)-3-(2-((1-((dimethylamino)methyl)cyclopropyl)methoxy)-7-(8-ethyl-7-fluoro-3-hydroxynaphthalen-1-yl)-6,8-difluoroquinazolin-4-yl)-3-azabicyclo[3.2.1]octan-6-ol